{2-[(3S)-3-[(2-formyl-3-hydroxyphenoxy)methyl]morpholine-4-carbonyl]phenyl}propanenitrile C(=O)C1=C(OC[C@H]2N(CCOC2)C(=O)C2=C(C=CC=C2)C(C#N)C)C=CC=C1O